COC1=CC=C(C=C1)[Se][Se]C1=CC=C(C=C1)OC di(4-methoxyphenyl) diselenide